C/C/1=C\\C[C@@H](/C(=C/C[C@H]([C@]([C@H]([C@@H]2[C@@H]([C@@H](C1)OC(=O)C)C(=C)C(=O)O2)O)(C)O)OC(=O)C)/C)OC(=O)C The molecule is a cembrane diterpenoid with cytotoxic activity isolated from the soft coral Lobophytum michaelae. It has a role as an antineoplastic agent and a coral metabolite. It is a gamma-lactone, an acetate ester, a cembrane diterpenoid, a macrocycle, a tertiary alcohol and a secondary alcohol.